(Methylsulfonyloxyimino)-4-methylphenyl-acetonitrile CS(=O)(=O)ON=C(C#N)C1=CC=C(C=C1)C